tert-Butyl-(S,E)-2-((3-(2-(((2-hydroxyethoxy)carbonyl)-amino)-7-oxo-7-(pyrrolidin-1-yl)hept-5-enamido)-2-oxopyridin-1(2H)-yl)methyl)-7-isobutyl-1H-indol-1-carboxylat C(C)(C)(C)OC(=O)N1C(=CC2=CC=CC(=C12)CC(C)C)CN1C(C(=CC=C1)NC([C@H](CC\C=C\C(N1CCCC1)=O)NC(=O)OCCO)=O)=O